1-(4-(((2-(trifluoromethyl)pyridin-3-yl)methyl)amino)pyrido[2,3-d]pyrimidin-2-yl)piperidine-3-carbonitrile FC(C1=NC=CC=C1CNC=1C2=C(N=C(N1)N1CC(CCC1)C#N)N=CC=C2)(F)F